4-{5-[(R)-hydroxy-(4-isopropyl-phenyl)-(3-methyl-azetidin-3-yl)-methyl]-pyridazin-3-yl}-2-(6-methoxy-pyridin-2-yl)-butan-2-ol O[C@@](C=1C=C(N=NC1)CCC(C)(O)C1=NC(=CC=C1)OC)(C1(CNC1)C)C1=CC=C(C=C1)C(C)C